tert-butyl 4-[2-methyl-7-({2-methylimidazo[1,2-a]pyridin-6-yl} carbamoyl)indazol-4-yl]piperazine-1-carboxylate CN1N=C2C(=CC=C(C2=C1)N1CCN(CC1)C(=O)OC(C)(C)C)C(NC=1C=CC=2N(C1)C=C(N2)C)=O